1-cyclopropylcyclohexylamine hydrochloride Cl.C1(CC1)C1(CCCCC1)N